4-[6-chloro-8-fluoro-2-[3-(methylamino)azetidin-1-yl]-4-piperazin-1-yl-quinazolin-7-yl]-1,3-benzothiazol-2-amine ClC=1C=C2C(=NC(=NC2=C(C1C1=CC=CC2=C1N=C(S2)N)F)N2CC(C2)NC)N2CCNCC2